CC1=CC=C(C(=O)OC[C@]2(O[C@H](C[C@@H]2OC(C2=CC=C(C=C2)C)=O)N2C3=NC(=NC(=C3N=C2)NC2CC2)F)C#C)C=C1 [(2R,3S,5R)-5-[6-(cyclopropylamino)-2-fluoro-purin-9-yl]-2-ethynyl-3-(4-methylbenzoyl)oxy-tetrahydrofuran-2-yl]methyl 4-methylbenzoate